C(N)(=O)C=1C=C(CNC(=O)C=2C=CC3=C(N(C(=N3)C=3C=C4C=CN=CC4=CC3)C3CCCC3)C2)C=CC1 N-(3-Carbamoylbenzyl)-1-cyclopentyl-2-(isoquinolin-6-yl)-1H-benzo[d]imidazole-6-carboxamide